COCCOCC1=CC=C(C=N1)S(=O)(=N)C1=CC=C(C(=O)OC)C=C1 methyl 4-[[6-(2-methoxyethoxymethyl)-3-pyridyl]sulfonimidoyl]benzoate